C(C)O[C@@H]1CN(CC[C@H]1OC1=CC=CC=C1)C1=CC(N(C=2C=CC(=NC12)C#N)C)=O trans-8-(3-Ethoxy-4-phenoxypiperidin-1-yl)-5-methyl-6-oxo-5,6-dihydro-1,5-naphthyridin-2-carbonitril